1-chloro-6-hydroxy-3,4-dihydroNaphthalene-2-carbaldehyde ClC1=C(CCC2=CC(=CC=C12)O)C=O